2-(4-methoxyphenyl)pyrrolidine-3-carboxylate COC1=CC=C(C=C1)C1NCCC1C(=O)[O-]